1,4-bis(4-(tert-butyl)phenyl)-3-ethyl-5-methyl-1H-pyrazole C(C)(C)(C)C1=CC=C(C=C1)N1N=C(C(=C1C)C1=CC=C(C=C1)C(C)(C)C)CC